CC1(CC1)OC(O[C@]1(O[C@H]([C@@H]([C@@H]1O)O)C1=CC=C2C(=NC=NN21)N)C#N)=O carbonic acid ((2R,3S,4R,5S)-5-(4-aminopyrrolo[2,1-f][1,2,4]triazin-7-yl)-2-cyano-3,4-dihydroxytetrahydrofuran-2-yl) methylcyclopropyl ester